CC1=NC=CN1C1OC(=O)C2=CC=CC(=C12)N(C)C 3-(2-methylimidazole-3-yl)4-dimethylaminophthalide